P(O)(=O)(OP(=O)(O)OP(=O)(O)O)OC[C@@H]1[C@H]([C@H]([C@@H](O1)N1C=NC=2C(N)=NC=NC12)O)O Adenosin-Triphosphat